C1(CC1)C1=NC(=CC(=C1)C1=C(C=C(C#N)C=C1)C1=NN=CN1C)N1C(C2=CC(=CC=C2C1)CN[C@H](COC)C)=O (S)-4-(2-cyclopropyl-6-(6-(((1-methoxypropan-2-yl)amino)methyl)-1-oxoisoindolin-2-yl)pyridin-4-yl)-3-(4-methyl-4H-1,2,4-triazol-3-yl)benzonitrile